CC([C@@H](C(NC)=O)NC(CCCCN1C(=NC=C1)[N+](=O)[O-])=O)(C)C N-[(1S)-2,2-dimethyl-1-(methylcarbamoyl)propyl]-5-(2-nitro-1H-imidazol-1-yl)pentanamide